N-(1,1-dimethylsilinan-4-yl)-5-phenyl-1H-pyrrolo[2,3-c]pyridine-2-carboxamide C[Si]1(CCC(CC1)NC(=O)C1=CC=2C(=CN=C(C2)C2=CC=CC=C2)N1)C